dipentaerythritol tetrapropionate C(CC)(=O)OCC(COC(CC)=O)(COCC(COC(CC)=O)(COC(CC)=O)CO)CO